2,3-dihydro-3-hydroxy-5-acetoxy-6-methyl-4H-pyran OC1COC(=C(C1)OC(C)=O)C